CN1C(C(=CC2=CC=NC(=C12)OCC1(CC1)S(=O)(=N)C)C(=O)OC)=O methyl 1-methyl-8-[[1-(methylsulfonimidoyl)cyclopropyl]methoxy]-2-oxo-1,7-naphthyridine-3-carboxylate